OCC(C(C)C)=O 1-hydroxy-3-methylbutane-2-one